[N+](=O)([O-])C1=CC=C(C=C1)N1CCC(CC1)CN1CCC2(CN(C2)C=2C=C3CN(C(C3=CC2)=O)C2C(NC(CC2)=O)=O)CC1 3-[5-[7-[[1-(4-nitrophenyl)-4-piperidyl]methyl]-2,7-diazaspiro[3.5]nonan-2-yl]-1-oxo-isoindolin-2-yl]piperidine-2,6-dione